methyl 5-fluoro-4-hydrazinylpyrimidine-2-carboxylate FC=1C(=NC(=NC1)C(=O)OC)NN